1-[5-(5-{4-[(S)-1-(3-fluoro-propyl)-pyrrolidin-3-yloxy]-phenyl}-2-hydroxy-8,9-dihydro-7H-benzocyclohepten-6-yl)-2,2-dimethyl-2,3-dihydro-indol-1-yl]-ethanone FCCCN1C[C@H](CC1)OC1=CC=C(C=C1)C1=C(CCCC2=C1C=CC(=C2)O)C=2C=C1CC(N(C1=CC2)C(C)=O)(C)C